C(C(C)(C)C)C1=NC=C2N1CCNC2 3-neopentyl-5,6,7,8-tetrahydroimidazo[1,5-a]pyrazine